(1s,3r)-3-(dibenzylamino)-1-methylcyclohexanol C(C1=CC=CC=C1)N([C@H]1C[C@](CCC1)(O)C)CC1=CC=CC=C1